Cl.N=1CN(C=CC1)N Pyrimidin-3-amine hydrochloride